ClC=1C=NN(C1)C1=CC=C(C=N1)[C@H](C)NS(=O)C(C)(C)C ((S)-1-(6-(4-chloro-1H-pyrazol-1-yl)pyridin-3-yl)ethyl)-2-methylpropane-2-sulfinylamine